OC1=CC=C(C=C1)C(CC(=O)O)=O 3-(4-hydroxyphenyl)-3-oxo-propionic acid